Formic acid, decyl ester C(=O)OCCCCCCCCCC